(S)-quinuclidin-3-yl (7-(3-(tert-butyl)phenyl)thiochroman-4-yl)carbamate C(C)(C)(C)C=1C=C(C=CC1)C1=CC=C2C(CCSC2=C1)NC(O[C@@H]1CN2CCC1CC2)=O